benzoin ethyl-2,4,6-trimethylbenzoylphenylphosphonate C(C)C=1C(=C(C=CC1)P(O)(O)=O)C(C1=C(C=C(C=C1C)C)C)=O.C1(=CC=CC=C1)C(=O)C(O)C1=CC=CC=C1